OC1=C(C(OC2=C(C(=CC=C12)O)O)=O)C(C1=CC=C(C=C1)C#N)C=1C(OC2=C(C(=CC=C2C1O)O)O)=O 4-[bis(4,7,8-trihydroxy-2-oxochromen-3-yl)methyl]benzene-1-carbonitrile